1-benzyl 2-((R)-2,2,2-trifluoro-1-(4-(trifluoromethyl)phenyl)ethyl) (S)-pyrrolidine-1,2-dicarboxylate N1([C@@H](CCC1)C(=O)O[C@@H](C(F)(F)F)C1=CC=C(C=C1)C(F)(F)F)C(=O)OCC1=CC=CC=C1